COC1=CC=C(C=C1)N1C(CC1=O)C(=O)O 1-(4-methoxyphenyl)-4-oxoazetidine-2-carboxylic acid